BrC=1C=C(C=CC1)C=1C(=C(NC1)CC1CC1)C(=O)C1=CC(=C(C=C1)S(=O)(=O)N(CC1=CC=C(C=C1)OC)CC1=CC=C(C=C1)OC)F 4-(4-(3-bromophenyl)-2-(cyclopropylmethyl)-1H-pyrrole-3-carbonyl)-2-fluoro-N,N-bis(4-methoxybenzyl)benzenesulfonamide